oxoglutamic acid O=N[C@@H](CCC(=O)O)C(=O)O